N-((1R,5S,8s)-3-(5-(6-chloro-4-fluoropyridin-3-yl)-1,3,4-thiadiazol-2-yl)-3-azabicyclo[3.2.1]oct-8-yl)acetamide ClC1=CC(=C(C=N1)C1=NN=C(S1)N1C[C@H]2CC[C@@H](C1)C2NC(C)=O)F